5-{3-Chloro-6-[4-(difluoromethoxy)phenoxy]-2-fluoro-4-(trifluoromethyl)benzamido}pyrimidin ClC=1C(=C(C(=O)NC=2C=NC=NC2)C(=CC1C(F)(F)F)OC1=CC=C(C=C1)OC(F)F)F